C(#N)C1(CC1)NS(=O)(=O)C=1C=C(C2=C(N(C(=N2)C)C=2SC(=NN2)C(F)F)C1)N1C[C@H](N[C@H](C1)C)C N-(1-cyanocyclopropyl)-1-(5-(difluoromethyl)-1,3,4-thiadiazol-2-yl)-4-((3R,5S)-3,5-dimethylpiperazin-1-yl)-2-methyl-1H-benzo[d]imidazole-6-sulfonamide